tert-Butyl 4-[(3S)-4-benzyloxycarbonyl-3-(cyanomethyl)piperazin-1-yl]-2-methylsulfanyl-6,8-dihydro-5H-pyrido[3,4-d]pyrimidine-7-carboxylate C(C1=CC=CC=C1)OC(=O)N1[C@H](CN(CC1)C=1C2=C(N=C(N1)SC)CN(CC2)C(=O)OC(C)(C)C)CC#N